S(N)(=O)(=O)C=1C=C(C=CC1N1C=NC(=C1)C(F)(F)F)CC(=O)N 3-sulfamoyl-4-[4-(trifluoromethyl)-1H-Imidazol-1-yl]Phenyl-acetamide